N-(8-iodo-2-(methylsulfanyl)pyrido[4,3-d]pyrimidin-5-yl)benzamide tert-butyl-7-(4,4,5,5-tetramethyl-1,3,2-dioxaborolan-2-yl)-2-azaspiro[3.5]non-6-ene-2-carboxylate C(C)(C)(C)OC(=O)N1CC2(C1)CC=C(CC2)B2OC(C(O2)(C)C)(C)C.IC2=CN=C(C1=C2N=C(N=C1)SC)NC(C1=CC=CC=C1)=O